Cl.C(CCC)N1C(C2=CN=CC=C2C(=C1)C1=C(C=C(C(=C1)OC)CN1CCC(CC1)OC1CCNCC1)OC)=O 2-butyl-4-(2,5-dimethoxy-4-((4-(piperidin-4-yloxy)piperidin-1-yl)methyl)phenyl)-2,7-naphthyridin-1(2H)-one hydrochloride